N[C@@H](CS)C(=O)O L-Cysteine